lithium L-proline N1[C@@H](CCC1)C(=O)O.[Li]